2,4-dichloro-7,8-dihydro-5H-pyrano[4,3-d]pyrimidine ClC=1N=C(C2=C(N1)CCOC2)Cl